Bochydroxyl-adamantane C(=O)(OC(C)(C)C)C1C2(CC3CC(CC1C3)C2)O